(3aR,7aS)-octahydrofuro[3,2-c]pyridine hydrochloride Cl.O1CC[C@@H]2CNCC[C@@H]21